(3,5-difluoro-4-(3-(1-methyl-1H-pyrazol-4-yl)-1H-pyrazolo[3,4-c]pyridin-5-yl)phenyl)-N-methylmethylamine FC=1C=C(C=C(C1C=1C=C2C(=CN1)NN=C2C=2C=NN(C2)C)F)N(C)C